CC1=NC(=NC(=C1)C)NC1SC=CN1C1=CC(=CC=C1)NS(=O)(=O)C 2-((4,6-dimethylpyrimidin-2-yl)amino)-N-(3-(methylsulfonamido)phenyl)thiazole